biphenyl-4-yl-{1'-(naphthalen-1-yl)-[1,2':4',1'']terphenyl-4''-yl}-{4-(phenanthren-9-yl)-phenyl}-amine C1(=CC=C(C=C1)N(C1=CC=C(C=C1)C=1C2=CC=CC=C2C=2C=CC=CC2C1)C1=CC=C(C=C1)C1=CC(=C(C=C1)C1=CC=CC2=CC=CC=C12)C1=CC=CC=C1)C1=CC=CC=C1